4-[4-(2-aminoethyl)phenyl]-3-[hydroxy-(3-phenyl-1,2-oxazol-5-yl)methyl]benzonitrile NCCC1=CC=C(C=C1)C1=C(C=C(C#N)C=C1)C(C1=CC(=NO1)C1=CC=CC=C1)O